phenyl (6-morpholinopyridin-3-yl)carbamate O1CCN(CC1)C1=CC=C(C=N1)NC(OC1=CC=CC=C1)=O